FC1CNCCC1(O)C 3-fluoro-4-methylpiperidin-4-ol